benzyl-4-amino-3-chloro-5-fluoro-6-(7-fluoro-1H-indole-6-yl)pyridine-2-carboxylate C(C1=CC=CC=C1)OC(=O)C1=NC(=C(C(=C1Cl)N)F)C1=CC=C2C=CNC2=C1F